3-(4-(2-(2-chlorophenyl)acetamido)phenyl)-5-(pyrazin-2-ylamino)-1H-pyrazole-4-carboxamide ClC1=C(C=CC=C1)CC(=O)NC1=CC=C(C=C1)C1=NNC(=C1C(=O)N)NC1=NC=CN=C1